3-[[(2S,6R)-2-[[bis(4-methoxyphenyl)-phenyl-methoxy]methyl]-4-hexadecanoyl-6-(5-methyl-2,4-dioxo-pyrimidin-1-yl)morpholin-2-yl]methoxy-(diisopropylamino)phosphanyl]oxy-propanenitrile COC1=CC=C(C=C1)C(OC[C@@]1(CN(C[C@@H](O1)N1C(NC(C(=C1)C)=O)=O)C(CCCCCCCCCCCCCCC)=O)COP(OCCC#N)N(C(C)C)C(C)C)(C1=CC=CC=C1)C1=CC=C(C=C1)OC